6-fluoro-8-(5-fluoro-3-methyl-1H-indol-7-yl)-1,4,4,9-tetramethyl-5H-imidazo[4,5-c]quinoline FC1=CC(=C(C=2C3=C(C(NC12)(C)C)N=CN3C)C)C=3C=C(C=C1C(=CNC31)C)F